Glycidyl-Methacrylat C(C1CO1)OC(C(=C)C)=O